benzyl 2-(2-((4-oxo-2-thioxo-2,3,4,5-tetrahydro-1H-pyrrolo[3,2-d]pyrimidin-1-yl)methyl)phenyl)piperazine-1-carboxylate 2,2,2-trifluoroacetate FC(C(=O)O)(F)F.O=C1C2=C(N(C(N1)=S)CC1=C(C=CC=C1)C1N(CCNC1)C(=O)OCC1=CC=CC=C1)C=CN2